N-((R)-1-(3-amino-5-(trifluoromethyl)phenyl)ethyl)-7-(8-azabicyclo[3.2.1]octan-8-yl)-2-methyl-6-(1,3,4-oxadiazol-2-yl)pyrido[2,3-d]pyrimidin-4-amine NC=1C=C(C=C(C1)C(F)(F)F)[C@@H](C)NC=1C2=C(N=C(N1)C)N=C(C(=C2)C=2OC=NN2)N2C1CCCC2CC1